1-benzyl-3-diazo-7-nitroindol-2-one C(C1=CC=CC=C1)N1C(C(C2=CC=CC(=C12)[N+](=O)[O-])=[N+]=[N-])=O